N-[3-[2-(difluoromethoxy)-5-[3-(dimethylcarbamoyl)-4-methyl-phenoxy]phenyl]-1H-pyrazol-4-yl]pyrazolo[1,5-a]pyrimidine-3-carboxamide FC(OC1=C(C=C(C=C1)OC1=CC(=C(C=C1)C)C(N(C)C)=O)C1=NNC=C1NC(=O)C=1C=NN2C1N=CC=C2)F